O(C1=CC=CC=C1)CC1CO1 2-(phenoxymethyl) ethylene oxide